4-bromo-8-methyl-[1,3]dioxolo[4,5-H]quinazolin-6(7H)-one BrC1=CC=2C(NC(=NC2C2=C1OCO2)C)=O